1,3-diphenyl-tetrakis(dimethylsiloxy)disiloxane C1(=CC=CC=C1)[Si](O[Si](C1=CC=CC=C1)(O[SiH](C)C)O[SiH](C)C)(O[SiH](C)C)O[SiH](C)C